C(C)OC(=O)C1=C(C2=C(N=CNC2=O)N1C1=CC(=CC=C1)Cl)C 5-methyl-4-oxo-7-(3-chlorophenyl)-4,7-dihydro-3H-pyrrolo[2,3-d]-pyrimidine-6-carboxylic acid ethyl ester